4',6,7,8-tetrahydroxyisoflavone OC1=CC=C(C2=COC3=C(C(=C(C=C3C2=O)O)O)O)C=C1